COC([C@H](C(C)(C)C)NC(=O)C1=NN(C2=CC=CC=C12)CCCC=C)=O.NC=1C(=NC(=CC1N)OC)C 3-amino-2-methyl-amino-6-methoxypyridine methyl-(S)-3,3-dimethyl-2-(1-(pent-4-en-1-yl)-1H-indazole-3-carboxamido)butanoate